4-fluoro-2-methoxybenzamide TFA salt OC(=O)C(F)(F)F.FC1=CC(=C(C(=O)N)C=C1)OC